OCCOC(=O)C=1NC2=CC=C(C=C2C1)F 5-fluoro-1H-indole-2-carboxylic acid 2-hydroxyethyl ester